Holmium(III) oxide [O-2].[Ho+3].[O-2].[O-2].[Ho+3]